C(=O)=C1CC(=CC=C1)CC=CC1=CC=C(C=C1)\C=C\C(=O)C1=CC=CC=C1 4-(3-carbonyl-phenylpropenyl)chalcone